C(C1=CC=CC=C1)OC1=C(C=CC=C1OCOC)OOB(OO)O (2-(benzyloxy)-3-(methoxymethoxy)phenyl)dihydroxyboric acid